1,4-cyclohexanedione mono-ethylene ketal C1COC2(CCC(CC2)=O)O1